3-chloro-5-(1H-1,2,3-triazol-4-yl)aniline ClC=1C=C(N)C=C(C1)C=1N=NNC1